CC1=C(C(=CC=C1)C)N1C(N(C2=CC=CC=C2C1=O)CC1=CC=C(C(=O)NO)C=C1)=O 4-((3-(2,6-dimethylphenyl)-2,4-dioxo-3,4-dihydroquinazolin-1(2H)-yl)methyl)-N-hydroxybenzoamide